ClC=1C=CN=C2C=CC(=NC12)C=1C=C(C=CC1)S(=O)(=O)N 3-(8-chloro-1,5-naphthyridin-2-yl)benzenesulfonamide